1-[2,4-dichloro-5-(1,1,2,2-tetrafluoroethoxy)phenyl]-3-[1-(3-pyrimidin-2-ylpyrazin-2-yl)ethyl]urea ClC1=C(C=C(C(=C1)Cl)OC(C(F)F)(F)F)NC(=O)NC(C)C1=NC=CN=C1C1=NC=CC=N1